N-{(R)-1-[(R)-7-(4-Fluorobenzoyl)-8-methyl-3-(3-methyl-1,2,4-thiadiazol-5-yl)-5,6,7,8-Tetrahydroimidazo[1,5-a]pyrazin-1-yl]-5-oxopyrrolidin-3-yl}acetamide FC1=CC=C(C(=O)N2[C@@H](C=3N(CC2)C(=NC3N3C[C@@H](CC3=O)NC(C)=O)C3=NC(=NS3)C)C)C=C1